CSC=1C=C(N)C=CC1 3-(methylsulfanyl)aniline